1-(5-(hydroxymethyl)pyridin-3-yl)dihydropyrimidine-2,4(1H,3H)-dione OCC=1C=C(C=NC1)N1C(NC(CC1)=O)=O